ClCC1=NC2=C(N1)C=C(C=C2)C 2-(chloromethyl)-6-methyl-1H-1,3-benzodiazole